ethyl 5-(4-cyanophenyl)-1-(4-cyclopropylphenyl)-1H-pyrazole-3-carboxylate C(#N)C1=CC=C(C=C1)C1=CC(=NN1C1=CC=C(C=C1)C1CC1)C(=O)OCC